tetra(tridecyl)-4,4'-butylidenebis(3-methyl-6-tert-butylphenyl) diphosphite O1P(OC2=CC(=C(C=C2C(C)(C)C)C(CCC(CCCCCCCCCCCCC)(CCCCCCCCCCCCC)CCCCCCCCCCCCC)(C2=C(C=C1C(=C2)C(C)(C)C)C)CCCCCCCCCCCCC)C)OP([O-])[O-]